1-(4-carboxyperoxybenzyl)-3-methylimidazole aluminum [Al].C(=O)(O)OOC1=CC=C(CN2CN(C=C2)C)C=C1